COC1=C(C=C2C(=NC=NC2=C1)C=1C(=NN(C1)C)C1=CC=CC=C1)C1C2(CC1C2)C(=O)N (7-methoxy-4-(1-methyl-3-phenyl-1H-pyrazol-4-yl)quinazolin-6-yl)bicyclo[1.1.1]pentane-1-carboxamide